C(#N)C=1C=C(C(=NC1)C=1SC=C(N1)CC(=O)N[C@H](C(=O)O)C1=CC=CC=C1)O (S)-{2-[2-(5-cyano-3-hydroxy-pyridin-2-yl)-thiazol-4-yl]-acetylamino}-phenyl-acetic acid